(1R,5R)-2-(4-((4-([1,2,4]triazolo[1,5-a]pyridin-7-ylmethyl)-3-methylphenyl)amino)quinazolin-6-yl)-4-methylene-2-azabicyclo[3.1.0]hexan-3-one N=1C=NN2C1C=C(C=C2)CC2=C(C=C(C=C2)NC2=NC=NC1=CC=C(C=C21)N2[C@@H]1C[C@@H]1C(C2=O)=C)C